5-(4-((4-(morpholinomethyl)phenyl)ethynyl)phenyl)-2-oxoimidazoline-1-carboxylic acid tert-butyl ester C(C)(C)(C)OC(=O)N1C(NCC1C1=CC=C(C=C1)C#CC1=CC=C(C=C1)CN1CCOCC1)=O